(S)-1-(2-nitro-4-(trifluoromethyl)phenyl)pyrrolidin-3-ol [N+](=O)([O-])C1=C(C=CC(=C1)C(F)(F)F)N1C[C@H](CC1)O